tert-Butyl (R)-3-(4-(5-((benzyloxy)methyl)-1H-pyrazol-3-yl)phenoxy)-2-((tert-butyldimethylsilyl)oxy)propanoate C(C1=CC=CC=C1)OCC1=CC(=NN1)C1=CC=C(OC[C@H](C(=O)OC(C)(C)C)O[Si](C)(C)C(C)(C)C)C=C1